C(C)(C)(C)OC(=O)N1CCC(CC1)CCC(=O)N(C1CCC=2C1=NNC(C2C(F)(F)F)=O)C 4-(3-(Methyl-(3-oxo-4-(trifluoromethyl)-3,5,6,7-tetrahydro-2H-cyclopenta[C]pyridazin-7-yl)amino)-3-oxopropyl)piperidine-1-carboxylic acid tert-butyl ester